BrC1=CC2=CC(=CC=C2C=C1)C1=CC=C(C=C1)Br 2-bromo-7-(4-bromophenyl)naphthalene